2,2'-(ethane-1,2-diylbis(5-carbamoyl-1H-benzo[d]imidazole-1,2-diyl))dibenzoate C(CN1C(=NC2=C1C=CC(=C2)C(N)=O)C2=C(C(=O)[O-])C=CC=C2)N2C(=NC1=C2C=CC(=C1)C(N)=O)C1=C(C(=O)[O-])C=CC=C1